6-amino-2-(3,5-dichloro-4-((5-cyclobutyl-6-oxo-1,6-dihydropyridazin-3-yl)oxy)-phenyl)-1,2,4-triazine-3,5(2H,4H)-dione NC=1C(NC(N(N1)C1=CC(=C(C(=C1)Cl)OC1=NNC(C(=C1)C1CCC1)=O)Cl)=O)=O